C(C1=CC=CC=C1)N1N=C2C=CC(=CC2=C1)C(=O)O 2-Benzyl-2H-indazole-5-carboxylic acid